C(C1=CC=CC=C1)N1C(=NC(=C1)C1=C(C=CC(=C1)F)F)[C@@H](C(C)(C)C)N (1R)-1-[1-benzyl-4-(2,5-difluorophenyl)-1H-imidazol-2-yl]-2,2-dimethylpropan-1-amin